BrC1(C(CC=CC1)[N+](=O)[O-])C1=CC=CC=C1 bromo-2-nitro-1,2,3,6-tetrahydro-1,1'-biphenyl